(E)-4,4'-(diazene-1,2-diylbis(2,1-phenylene))bis(N-(4-(trifluoromethyl)phenyl)pyrimidin-2-amine) N(=N\C1=C(C=CC=C1)C1=NC(=NC=C1)NC1=CC=C(C=C1)C(F)(F)F)/C1=C(C=CC=C1)C1=NC(=NC=C1)NC1=CC=C(C=C1)C(F)(F)F